C(C1CO1)OC(CC[Si](OC)(OC)OC)CC 3-glycidoxyamyl-trimethoxysilane